2-((6aS)-8-(piperidin-3-yl)-6,6a,7,8,9,10-hexahydro-5H-pyrazino[1',2':4,5]pyrazino[2,3-c]pyridazin-2-yl)phenol N1CC(CCC1)N1C[C@H]2N(C=3C(=NN=C(C3)C3=C(C=CC=C3)O)NC2)CC1